OC1=NC=2N=C(NC(C2N1)=O)N L-8-hydroxyguanine